1,2-di-(9Z,11Z-octadecadienoyl)-sn-glycero-3-phosphocholine CCCCCC/C=C\C=C/CCCCCCCC(=O)OC[C@H](COP(=O)([O-])OCC[N+](C)(C)C)OC(=O)CCCCCCC/C=C\C=C/CCCCCC